methyl-6-((-)-1-phenylethyl)pyridine-2,4-dicarboxamide CC=1C(=NC(=CC1C(=O)N)C(C)C1=CC=CC=C1)C(=O)N